4-(4-Nitrophenoxy)-1-butanol [N+](=O)([O-])C1=CC=C(OCCCCO)C=C1